(S)-5-hydroxymethyl-1,3-oxazoline OC[C@@H]1CN=CO1